C(C)(=O)N[C@@H]1[C@H](CC(C(O)=O)(O)O[C@H]1[C@H](O)[C@H](OC)CO)O 5-N-Acetyl-8-O-methyl-neuraminic acid